FC(C=1C=NC=2CCN(CC2C1)C1=NN2C(C=3CCCCC13)=NN=C2)(F)F 6-(3-(trifluoromethyl)-7,8-dihydro-1,6-naphthyridin-6(5H)-yl)-7,8,9,10-tetrahydro-[1,2,4]triazolo[3,4-a]phthalazine